BrC=1C2=C(C=3C(=NC(=NC3C1F)N1C[C@H](CC1)N(C)C)Cl)COC2 (S)-1-(6-Bromo-1-chloro-5-fluoro-7,9-dihydro-furo[3,4-f]quinazolin-3-yl)-N,N-dimethylpyrrolidin-3-amine